C(C)(C)C=1C=C(C=CC1)[C@H](C)NC(=O)C=1C=C2C(=C(N(C2=CC1)CC=1C=C(O[C@@H](C(=O)OC)CC)C=CC1)C)C (R)-Methyl 2-(3-((5-(((S)-1-(3-isopropylphenyl)ethyl)carbamoyl)-2,3-dimethyl-1H-indol-1-yl)methyl)phenoxy)butanoate